COS(=O)(=O)[O-].C[N+](C1=CC=C(C=C1)C=C1C(C2(CCC1C2(C)C)C)=O)(C)C N,N,N-Trimethyl-4-(2-oxoborn-3-ylidenemethyl)anilinium methyl-sulfate